(S)-3-(tert-butyl)-N-(1-(2-chloro-4-(2-(cyclopropanecarboxamido)pyridin-4-yl)phenyl)ethyl)-1,2,4-oxadiazole-5-carboxamide C(C)(C)(C)C1=NOC(=N1)C(=O)N[C@@H](C)C1=C(C=C(C=C1)C1=CC(=NC=C1)NC(=O)C1CC1)Cl